CC12C3CCC4(C(CCC4C3CCC2=CC(CC1)=O)C(C)=NOC(=O)C1CCNCC1)C 10,13-dimethyl-17-(1-(((piperidine-4-carbonyl)oxy)imino)ethyl)-6,7,8,9,10,11,12,13,14,15,16,17-dodecahydro-1H-cyclopenta[a]phenanthren-3(2H)-one